ClC1=C2CN(C(C2=C(C=C1N1CCN(CC1)CCCCOC1=CC(=C(C=C1)C1CCN(CC1)C1=CC(=C(C#N)C=C1)C(F)(F)F)F)OC)=O)C1C(NC(CC1)=O)=O 4-(4-(4-(4-(4-(4-Chloro-2-(2,6-dioxopiperidin-3-yl)-7-methoxy-1-oxoisoindolin-5-yl)piperazin-1-yl)butoxy)-2-fluorophenyl)piperidin-1-yl)-2-(trifluoromethyl)benzonitrile